ClC1=C(C(=NN1C)C1=NC(=CC=C1)OC)C=O 5-Chloro-3-(6-methoxypyridin-2-yl)-1-methyl-1H-pyrazole-4-carbaldehyde